(3R)-3-methyl-1-(2,6,8-trifluoro-7-(7-fluoro-8-((triisopropylsilyl)ethynyl)-3-((triisopropylsilyl)oxy)naphthalen-1-yl)quinazolin-4-yl)Piperidin-3-ol C[C@@]1(CN(CCC1)C1=NC(=NC2=C(C(=C(C=C12)F)C1=CC(=CC2=CC=C(C(=C12)C#C[Si](C(C)C)(C(C)C)C(C)C)F)O[Si](C(C)C)(C(C)C)C(C)C)F)F)O